CCCCCCCCCCCCCCCCCC(=O)N[C@@H](CO[C@H]1[C@@H]([C@H]([C@@H]([C@H](O1)CO)O[C@H]2[C@@H]([C@H]([C@H]([C@H](O2)CO)O[C@H]3[C@@H]([C@H]([C@H]([C@H](O3)CO)O)O)NC(=O)C)O[C@@]4(C[C@@H]([C@H]([C@@H](O4)[C@@H]([C@@H](CO)O)O)NC(=O)C)O)C(=O)OC)O)O)O)[C@@H](/C=C/CCCCCCCCCCCCC)O The molecule is a sialotriaosylceramide that is ganglioside GM2 (18:0) in which the carboxy function of the sialic acid residue has been esterified to form its methyl ester. It is a sialotriaosylceramide and a methyl ester. It derives from a ganglioside GM2 (18:0).